C([C@@H](O)[C@@H](O)[C@H](O)[C@H](O)CO)O D(+)-mannitol